p-toluenesulphonic anhydride CC1=CC=C(C=C1)S(=O)(=O)OS(=O)(=O)C1=CC=C(C)C=C1